[Cl-].C(CCCCCCCCCCC)[N+](C)(C)CCCCCCCCCCCC Bisdodecyl-dimethyl-ammonium chloride